C(=O)(OC(C)(C)C)NC(=S)N Bocthiourea